(Z)-2,5-dimethyl-3-(p-toluenesulfonyloxy)hex-2-enoic acid methyl ester COC(\C(=C(\CC(C)C)/OS(=O)(=O)C1=CC=C(C)C=C1)\C)=O